(R)-2-methoxy-2-phenyl-N-(6-(((R)-pyrrolidin-3-yl)amino)pyridazin-3-yl)acetamide CO[C@@H](C(=O)NC=1N=NC(=CC1)N[C@H]1CNCC1)C1=CC=CC=C1